FC(C(C)OC1=CC(=NC=N1)CN)(F)F (6-((1,1,1-trifluoropropan-2-yl)oxy)pyrimidin-4-yl)methanamine